5-((5-(3,4-difluorophenyl)pyridin-3-yl)oxy)-2-((1-(methylsulfonyl)piperidin-4-yl)oxy)pyridine-3-sulfonamide FC=1C=C(C=CC1F)C=1C=C(C=NC1)OC=1C=C(C(=NC1)OC1CCN(CC1)S(=O)(=O)C)S(=O)(=O)N